(R)-(-)-2-pentanol CCC[C@@H](C)O